ClC1=CC(=C(C=C1)C1=NC(=NC2=C1N=C(N(C2=O)C)C)N2C[C@@H](OCC2)C=2OC(=NN2)C)F 8-(4-chloro-2-fluorophenyl)-2,3-dimethyl-6-[(2R)-2-(5-methyl-1,3,4-oxadiazol-2-yl)morpholin-4-yl]pyrimido[5,4-d]pyrimidin-4-one